ethanedisulfonic acid, trifluoroacetic acid salt FC(C(=O)O)(F)F.C(CS(=O)(=O)O)S(=O)(=O)O